[Si](C)(C)(C(C)(C)C)OCC1=C(C(=NC=C1)NC(C)=O)F N-[4-[[tert-butyl(dimethyl)silyl]oxymethyl]-3-fluoropyridin-2-yl]acetamide